6-(1-(6-bromo-1H-[1,2,3]triazolo[4,5-b]pyrazin-1-yl)ethyl)-3-(4-fluorophenyl)quinoline BrC1=CN=C2C(=N1)N(N=N2)C(C)C=2C=C1C=C(C=NC1=CC2)C2=CC=C(C=C2)F